[2-(2-tert-butoxycarbonyl-2,7-diazaspiro[3.4]octan-7-yl)-3-cyano-7,7-dimethyl-5,8-dihydropyrano[4,3-b]pyridin-4-yl]boronic acid C(C)(C)(C)OC(=O)N1CC2(C1)CCN(C2)C2=C(C(=C1C(=N2)CC(OC1)(C)C)B(O)O)C#N